F[C@@H]1C[C@H](N(C1)C([C@@H](C)N(C(C)=O)C)=O)C(=O)N[C@H](C1=CC=C(C=C1)C(C)C)C1=CC=CC=C1 (2S,4R)-4-fluoro-1-[(2R)-2-(N-methylacetamido)propanoyl]-N-[(S)-phenyl[4-(propan-2-yl)phenyl]methyl]pyrrolidine-2-carboxamide